(Z)-N-(4-chloro-2-(2-fluoro-3-(methylamino)-3-oxoprop-1-en-1-yl)-6-methylphenyl)-1-(2,6-dichloro-4-nitrophenyl)-4-(trifluoromethyl)-1H-pyrrole-2-carboxamide ClC1=CC(=C(C(=C1)C)NC(=O)C=1N(C=C(C1)C(F)(F)F)C1=C(C=C(C=C1Cl)[N+](=O)[O-])Cl)\C=C(\C(=O)NC)/F